(8R,9aS)-8-(2,3-dichloro-6-hydroxyphenyl)-2-(3-hydroxypropanoyl)octahydro-4H-pyrido[1,2-a]pyrazin-4-one ClC1=C(C(=CC=C1Cl)O)[C@H]1C[C@@H]2N(C(CN(C2)C(CCO)=O)=O)CC1